tert-butyl 4,4-difluoro-5-hydroxy-pentanoate FC(CCC(=O)OC(C)(C)C)(CO)F